Cl.NCC1=CN=C(S1)C1=CC=C(OCCCNC(C(F)(F)F)=O)C=C1 N-(3-(4-(5-(aminomethyl)thiazol-2-yl)phenoxy)propyl)-2,2,2-trifluoroacetamide hydrochloride